Ethyl 1-(1-(6-bromoquinazolin-4-yl)azetidin-3-yl)-2-oxopyrrolidine-3-carboxylate BrC=1C=C2C(=NC=NC2=CC1)N1CC(C1)N1C(C(CC1)C(=O)OCC)=O